FC=1C=C2C=NN(C2=CC1C=1C=2C(=NN(C2C=CC1)CC(=O)[O-])C1CCNCC1)C 2-[5'-fluoro-1'-methyl-3-(piperidin-4-yl)-[4,6'-biindazol]-1-yl]acetate